C(C=C)(=O)N1[C@H](CN(CC1)C1=CC(=NC=2CN(CCC12)C1=CC=CC2=CC=CC(=C12)C)C(=O)N[C@H]1CNCC[C@H]1F)CC#N 4-((S)-4-acryloyl-3-(cyanomethyl)piperazin-1-yl)-N-((3S,4R)-4-fluoropiperidin-3-yl)-7-(8-methylnaphthalen-1-yl)-5,6,7,8-tetrahydro-1,7-naphthyridine-2-carboxamide